5-(2-(3,3-difluoropiperidin-1-yl)-6-methylpyrimidin-4-yl)-1,3,4-oxadiazole FC1(CN(CCC1)C1=NC(=CC(=N1)C1=NN=CO1)C)F